(benzofuran-5-yl)propan-1-one O1C=CC2=C1C=CC(=C2)C(CC)=O